(1S,3aR,6aS)-N-[(2S)-1-(3H-imidazol-4-yl)-1-oxo-3-[(3S)-2-oxopyrrolidin-3-yl]propan-2-yl]-2-(4-methoxy-1H-indole-2-carbonyl)-hexahydro-1H-cyclopenta[c]pyrrole-1-carboxamide N1=CNC(=C1)C([C@H](C[C@H]1C(NCC1)=O)NC(=O)[C@H]1N(C[C@H]2[C@@H]1CCC2)C(=O)C=2NC1=CC=CC(=C1C2)OC)=O